C(C)C=1N=C(C2=C(N1)SC(=C2)C)NCCCC2=CC=C(C=C2)N2CCN(CC2)C 2-ethyl-6-methyl-N-(3-(4-(4-methylpiperazin-1-yl)phenyl)propyl)thieno[2,3-d]pyrimidin-4-amine